S(N)(=O)(=O)C1=CC=C(O1)C(=O)N 5-sulfamoylfuran-2-carboxamide